tert-butyl (2-(((6-chloropyrimidin-4-yl)amino)methyl)-6-cyclopropylimidazo[1,2-a]pyridin-8-yl)carbamate ClC1=CC(=NC=N1)NCC=1N=C2N(C=C(C=C2NC(OC(C)(C)C)=O)C2CC2)C1